4-(1-piperidylmethyl)benzonitrile N1(CCCCC1)CC1=CC=C(C#N)C=C1